NC1=NC2=NC=C(N=C2C(N1)=O)CNC1=CC=C(C(=O)N[C@@H](CCC(=O)O)C(=O)NCCCCC#C)C=C1 (S)-4-(4-(((2-amino-4-oxo-3,4-dihydropteridin-6-yl)methyl)amino)benzamido)-5-(hex-5-yn-1-ylamino)-5-oxopentanoic acid